NC1=[N+](C=2C=C(C=CC2C2=C1N=C(N2CC2=CC=C(C=C2)CNC(=O)OC(C)(C)C)CCCC)C(=O)OC)[O-] methyl 4-amino-1-[[4-[(tert-butoxycarbonylamino) methyl] phenyl] methyl]-2-butyl-5-oxido-imidazo[4,5-c]quinolin-5-ium-7-carboxylate